2-[[1-[2-(4-fluorophenyl)-2-oxoethyl]piperidin-4-yl]methyl]-3H-isoindol-1-one FC1=CC=C(C=C1)C(CN1CCC(CC1)CN1C(C2=CC=CC=C2C1)=O)=O